methyl (1r,4r)-4-(((5-(3'-amino-2-chloro-2'-methyl-[1,1'-biphenyl]-3-yl)-3-methoxypyrazin-2-yl)methyl)(methyl-d3)amino)cyclohexane-1-carboxylate NC=1C(=C(C=CC1)C1=C(C(=CC=C1)C=1N=C(C(=NC1)CN(C1CCC(CC1)C(=O)OC)C([2H])([2H])[2H])OC)Cl)C